5-(2-fluoro-6-hydroxy-3-(1-(1-methylazetidin-3-yl)-1H-pyrazol-4-yl)phenyl)-1,2,5-thiadiazolidin-3-one 1,1-dioxide FC1=C(C(=CC=C1C=1C=NN(C1)C1CN(C1)C)O)N1CC(NS1(=O)=O)=O